(5R)-3-Bromo-5-[2-fluoro-4-methyl-5-[3-(trifluoromethyl)phenoxy]phenyl]-4,5-dihydroisoxazole BrC1=NO[C@H](C1)C1=C(C=C(C(=C1)OC1=CC(=CC=C1)C(F)(F)F)C)F